[3-methyl-4-[5-[2-[(1-methylsulfonylpiperidin-4-yl)amino]-5-(trifluoromethyl)pyrimidin-4-yl]-1,3-thiazol-2-yl]phenyl]methanol CC=1C=C(C=CC1C=1SC(=CN1)C1=NC(=NC=C1C(F)(F)F)NC1CCN(CC1)S(=O)(=O)C)CO